(R)-3-(3-methylmorpholino)-1-(4-methyltetrahydro-2H-pyran-4-yl)-5-(1H-pyrrolo[2,3-b]pyridin-4-yl)pyrazin-2(1H)-one C[C@@H]1COCCN1C=1C(N(C=C(N1)C1=C2C(=NC=C1)NC=C2)C2(CCOCC2)C)=O